(cyclopropanecarbonyl)-4-(4-(trifluoromethyl)-2H-1,2,3-triazol-2-yl)pyrrolidin C1(CC1)C(=O)N1CCC(C1)N1N=CC(=N1)C(F)(F)F